1-[(2,4-dimethoxyphenyl)methyl]-3,3,5,5-tetramethyl-piperazin-2-one COC1=C(C=CC(=C1)OC)CN1C(C(NC(C1)(C)C)(C)C)=O